FLUOROBENZENE CARBONATE C(O)(O)=O.FC1=CC=CC=C1